FC=1C=C(C=CC1F)C(=O)N1C(C=2N(CC1)C(=NN2)C2=NC(=NS2)C)C (3,4-difluorophenyl)(8-methyl-3-(3-methyl-1,2,4-thiadiazol-5-yl)-5,6-dihydro-[1,2,4]triazolo[4,3-a]pyrazin-7(8H)-yl)methanone